methyl 2-{[2-(methoxycarbonyl)-4-tert-butylphenyl]amino}benzoate COC(=O)C1=C(C=CC(=C1)C(C)(C)C)NC1=C(C(=O)OC)C=CC=C1